(pyrazin-2-yl)-1,2,4-thiadiazole N1=C(C=NC=C1)C1=NSC=N1